COC(=O)C1=CC2=CN(N=C2C=C1)CC1=CC(=CC(=C1)F)F 2-(3,5-difluorobenzyl)-2H-indazole-5-carboxylic acid methyl ester